Racemic-tert-butyl 8,9-difluoro-1-(6-fluoro-N,4-dimethyl-1H-indole-2-carboxamido)-6-oxo-1,4,5,6-tetrahydrobenzo[c][1,7]naphthyridine-3(2H)-carboxylate FC=1C(=CC2=C(C(NC=3CN(C[C@@H](C23)N(C(=O)C=2NC3=CC(=CC(=C3C2)C)F)C)C(=O)OC(C)(C)C)=O)C1)F |r|